(R)-3-(3-((tert-Butyldimethylsilyl)oxy)-2-fluoropropoxy)-5-methyl-4-nitro-1H-pyrazole [Si](C)(C)(C(C)(C)C)OC[C@@H](COC1=NNC(=C1[N+](=O)[O-])C)F